2-allyl-1,3-dimethyl-1,3,2-diazaphospholane-2-oxide C(C=C)P1(N(CCN1C)C)=O